O1C(=NC2=C1C=CC=C2)C2=CC=C(C=C2)OB(O)O (4-(benzoxazol-2-yl)phenyl)boric acid